CC1(NC2=CC=CC(=C2C=C1)N1CCN(CC1)C)C 2,2-dimethyl-5-(4-methylpiperazin-1-yl)-1,2-dihydroquinoline